N1=NC(=CC=C1)CNC(=O)C=1C=NC2=C(C=CC=C2C1)C1=CCC(CC1)C(F)(F)F N-(pyridazin-3-ylmethyl)-8-(4-(trifluoromethyl)cyclohex-1-en-1-yl)quinoline-3-carboxamide